FC(C(CC(=O)OCCCCCCCCCCCC)=O)(F)F Dodecyl 4,4,4-trifluoro-3-oxobutyrate